OC1(CCN(CC1)C(=O)OC(C)(C)C)CNC1=CC=C(C=C1)C1=CC2=C(N=CN=C2N2CCOCC2)N1COCC[Si](C)(C)C tert-butyl 4-hydroxy-4-(((4-(4-morpholino-7-((2-(trimethylsilyl)ethoxy)methyl)-7H-pyrrolo[2,3-d]pyrimidin-6-yl)phenyl)amino)methyl)piperidine-1-carboxylate